C(C1=CC=CC=C1)OC(=O)N1C[C@@H]([C@@H](CC1)O)NC(=O)OC(C)(C)C.C(CCCCCCCCCCCCCCC)C(=O)CCCCCCCCCCCCCCCC hexadecylketone benzyl-(3S,4R)-3-((tert-butoxycarbonyl)amino)-4-hydroxypiperidine-1-carboxylate